NC1=C(N=CC2=C(C(=CC=C12)F)C1=C(N=CS1)CO)C(=O)NCCC 4-amino-7-fluoro-8-(4-(hydroxymethyl)thiazol-5-yl)-N-propylisoquinoline-3-carboxamide